(7S)-2-((trans-3-(3,4-difluorophenoxy)cyclobutyl)amino)-4,5,7,8-tetramethyl-7,8-dihydropteridin-6(5H)-one FC=1C=C(O[C@@H]2C[C@H](C2)NC2=NC=3N([C@H](C(N(C3C(=N2)C)C)=O)C)C)C=CC1F